COC(CN1C(C2=C(C=NC=C2C=C1)F)=O)=O 2-(8-fluoro-1-oxo-2,6-naphthyridin-2(1H)-yl)acetic acid methyl ester